3,5,3'-tri-tert-butyl-4,4'-biphenol C(C)(C)(C)C=1C=C(C=C(C1C1=C(C=C(C=C1)O)C(C)(C)C)C(C)(C)C)O